C1=CC=C(C=C1)CC2=NC(=CN3C2=NC(C3=O)(CC4=CC=C(C=C4)O)OO)C5=CC=C(C=C5)O The molecule is a member of the class of oxidized luciferins that is obtained via formal hydroperoxidation at position 2 of Oplophorus luciferin. It has a role as a member of oxidized luciferins and a marine metabolite. It is an imidazopyrazine, a polyphenol and a peroxol. It derives from an Oplophorus luciferin.